6-(7-(8-chloro-7-fluoro-3-hydroxynaphthalen-1-yl)-8-fluoro-2-(((2R,7aS)-2-fluorohexahydro-1H-pyrrolizin-7a-yl)methoxy)pyrido[4,3-d]pyrimidin-4-yl)-2,6-diazaspiro[3.5]nonan-1-one ClC=1C(=CC=C2C=C(C=C(C12)C1=C(C=2N=C(N=C(C2C=N1)N1CC2(CNC2=O)CCC1)OC[C@]12CCCN2C[C@@H](C1)F)F)O)F